FC=1C=C(CN2CC(CC2)C(C(=O)OC)(C)C)C=CC1[N+](=O)[O-] methyl 2-(1-(3-fluoro-4-nitrobenzyl)pyrrolidin-3-yl)-2-methylpropanoate